COC(=O)C1(N(C2=CC=CC=C2C1)C(=O)OC(C)(C)C)CC=O (2-oxoethyl)indoline-1,2-dicarboxylic acid 1-tert-butyl 2-methyl ester